2-(4-hydroxy-3-iodophenyl)acetic acid OC1=C(C=C(C=C1)CC(=O)O)I